1-amino-3-methyl-butyl-boronic acid pinacol ester hydrochloride Cl.NC(CC(C)C)B1OC(C)(C)C(C)(C)O1